Tert-butyl (2-(2-(2-((6-(11,12-didehydrodibenzo[b,f]azocin-5(6H)-yl)-6-oxohexanoyl)-amino)ethoxy)ethoxy)ethyl)carbamate C1=CC=CC=2N(CC3=C(C#CC21)C=CC=C3)C(CCCCC(=O)NCCOCCOCCNC(OC(C)(C)C)=O)=O